C12CN(CC(N1)C2)C=2C=C(C(=NC2)N2C[C@@H]1N([C@H](CN(C1)C1=C3C=CC(=NC3=C(C=C1)C#N)[2H])C)CC2)C 5-[(4S,9aR)-8-[5-(3,6-diazabicyclo[3.1.1]heptan-3-yl)-3-methyl-2-pyridyl]-4-methyl-3,4,6,7,9,9a-hexahydro-1H-pyrazino[1,2-a]pyrazin-2-yl]-2-deuterio-quinoline-8-carbonitrile